C(C)(C)(C)OC(CC1=C(C(=CC(=C1)C)OP(=O)(OC(C)(C)C)OC(C)(C)C)C(CC(=O)O)(C)C)=O 3-(2-(2-(tert-butoxy)-2-oxoethyl)-6-((di-tert-butoxyphosphoryl)oxy)-4-methylphenyl)-3-methylbutanoic acid